9-bromo-2-(isoindolin-2-yl)-3,7-dimethyl-4H-pyrido[1,2-a]pyrimidin-4-one BrC1=CC(=CN2C1=NC(=C(C2=O)C)N2CC1=CC=CC=C1C2)C